CC[C@@](C)(C(=O)C(=O)[O-])O The molecule is the (S)-enantiomer of 3-hydroxy-3-methyl-2-oxopentanoate. It is a conjugate base of a (S)-3-hydroxy-3-methyl-2-oxopentanoic acid. It is an enantiomer of a (R)-3-hydroxy-3-methyl-2-oxopentanoate.